NC1=NC(N(C=C1)[C@@H]1CS[C@H](O1)OC(C1=CC(=C(C=C1)O)O)=O)=O ((2R,5S)-5-(4-amino-2-oxopyrimidin-1(2H)-yl)-1,3-oxathiolan-2-yl)-3,4-dihydroxybenzoate